The molecule is dianionic form of selenophosphoric acid. It is a phosphorus oxoanion and a divalent inorganic anion. It is a conjugate base of a selenophosphoric acid. OP(=O)([O-])[Se-]